1-(3-fluorophenyl)-3-(isoquinolin-4-yl)-2-oxoimidazoline-4-carbonitrile FC=1C=C(C=CC1)N1C(N(C(C1)C#N)C1=CN=CC2=CC=CC=C12)=O